1-(4-isobutyl-3,4-dihydroquinoxalin-1(2H)-yl)-2-(pyrrolidin-1-yl)propan-1-one tert-butyl-[(4-sec-butyl-2,5-dioxoimidazolidin-4-yl)methyl]carbamate C(C)(C)(C)N(C(O)=O)CC1(NC(NC1=O)=O)C(C)CC.C(C(C)C)N1CCN(C2=CC=CC=C12)C(C(C)N1CCCC1)=O